t-α-dimethylamino-p-cresol CN(CC=1C=CC(=CC1)O)C